ethoxymethylguanine C(C)OCNC=1NC(C=2NC=NC2N1)=O